(5-chloro-2,4-difluorophenyl)carboxamide ClC=1C(=CC(=C(C1)C(=O)N)F)F